5,6,7,8-tetrahydrochinolin-5-carboxamid N1=CC=CC=2C(CCCC12)C(=O)N